C(C)(=O)N1CCC(CC1)NC(OC(C)(C)C)=O tert-butyl (1-acetylpiperidin-4-yl)carbamate